N12CCN(C(CC1)CC2)C=2C=CC(=NC2)NC2=NC=C(C(=N2)C2=CC=1C(N(CC3(CCCC3)C1S2)C)=O)F 2-[2-[[5-(1,4-diazabicyclo[3.2.2]nonan-4-yl)pyridin-2-yl]amino]-5-fluoropyrimidin-4-yl]-5-methylspiro[6H-thieno[3,2-c]pyridine-7,1'-cyclopentane]-4-one